2-[2-fluoro-4-(4,4,5,5-tetramethyl-1,3,2-dioxaborolan-2-yl)phenoxy]-4-methylpyrimidine FC1=C(OC2=NC=CC(=N2)C)C=CC(=C1)B1OC(C(O1)(C)C)(C)C